N1(CCC1)CC=1C=C(C=CC1F)C=1N=NNC1 4-(3-(azetidin-1-ylmethyl)-4-fluorophenyl)-1H-1,2,3-triazol